C(C)(CC)NCC(C)(N)C N1-sec.butyl-2-methyl-1,2-propanediamine